O=C1N(C=CC=C1)CC1=CC=C(CN2N=CC(=C2)C(=O)O)C=C1 1-(4-((2-Oxopyridin-1(2H)-yl)methyl)benzyl)-pyrazole-4-carboxylic acid